BrC=1C=C(NC2(CCC3([C@@H](CC4=CC=CC=C34)C3=CC(=CC=C3)OC)CC2)C(=O)O)C=CC1 (1r,2'S,4S)-4-(3-bromoanilino)-2'-(3-methoxyphenyl)-2',3'-dihydrospiro[cyclohexane-1,1'-indene]-4-carboxylic acid